O.S(=O)(=O)([O-])[O-].[O-2].[V+4] Vanadium (iv) Oxide Sulfate Hydrate